7'-((4-(piperazine-1-carbonyl)phenyl)amino)-1',2'-dihydro-3'H-spiro[cyclohexane-1,4'-pyrimido[5',4':4,5]pyrrolo[2,1-c][1,2,4]triazin]-3'-one N1(CCNCC1)C(=O)C1=CC=C(C=C1)NC=1N=CC=2C=C3NNC(C4(N3C2N1)CCCCC4)=O